NC1=NN(C=C1C#N)CC1=CC(=CC=C1)C 3-amino-1-(3-methylphenyl-methyl)pyrazole-4-carbonitrile